2-AMINO-6-CHLORO-1,4-DIHYDRO-4-OXO-5-PYRIMIDINECARBOXALDEHYDE NC=1NC(=C(C(N1)=O)C=O)Cl